CC1CN(C=2C=CC3=C(C12)C=CC=C3B3OC(C(O3)(C)C)(C)C)C(=O)OC(C)(C)C tert-butyl 1-methyl-6-(4,4,5,5-tetramethyl-1,3,2-dioxaborolan-2-yl)-1,2-dihydro-3H-benzo[e]indole-3-carboxylate